FC=1C=C(C=CC1)C1=NN(C=C1/C=C/C(=O)N1C(CCCC1)C(=O)N)C1=CC=CC=C1 (E)-1-(3-(3-(3-fluorophenyl)-1-phenyl-1H-pyrazol-4-yl)acryloyl)piperidine-2-carboxamide